CC=1C=CC=2N(C3=CC=C(C=C3C2C1)C)CCCCCCP(O)(O)=O (6-(3,6-dimethyl-9H-carbazol-9-yl)hexyl)phosphonic acid